S1C(=NC2=C1C=CC=C2)C2=C(SC=1CN(CCC12)C(=O)OC(C)(C)C)NC(CCN[C@H](C)CC)=O tert-butyl (R)-3-(benzo[d]thiazol-2-yl)-2-(3-(sec-butylamino)propanamido)-4,7-dihydrothieno[2,3-c]pyridine-6(5H)-carboxylate